4-chloro-2-(1-(2-(oxetan-3-yl)ethyl)-1H-pyrazol-4-yl)-1-p-toluenesulfonyl-1H-pyrrole ClC=1C=C(N(C1)S(=O)(=O)C1=CC=C(C)C=C1)C=1C=NN(C1)CCC1COC1